N1C=CC=2C1=NC=CC2SC2=CN=C(N(C2=C=O)C)N2CCC1(CCC[C@H]1N[S@](=O)C(C)(C)C)CC2 (R)-N-((R)-8-(5-((1H-pyrrolo[2,3-b]pyridin-4-yl)thio)-1-methyl-6-carbonyl-1,6-dihydropyrimidin-2-yl)-8-azaspiro[4.5]decan-1-yl)-2-methylpropan-2-sulfinamide